N[C@@H](CC(=O)O)CC1=CC(=C(C=C1)F)F (R)-3-amino-4-(3,4-difluorophenyl)butyric acid